C12CCC(C=C1)C2 endo,exo-5-Norbornen